C(C)(C)NC1=CC=NC=C1C(=O)N 4-(isopropylamino)nicotinamide